ClC=1C=C(C=CC1)N1CCN(CC1)CC[C@@H]1NC(C2(C1)CCN(CC2)C(=O)OC(C)(C)C)=O (R)-tert-butyl 3-(2-(4-(3-chlorophenyl) piperazin-1-yl) ethyl)-1-oxo-2,8-diazaspiro[4.5]decane-8-carboxylate